BrC1=C2C=NN(C2=CC(=C1C)C)C1OCCCC1 4-bromo-5,6-dimethyl-1-(tetrahydro-2H-pyran-2-yl)-1H-indazole